CN(C=1C=C(C(=O)NC2=CC=C(C=C2)N2C3=C(NC(CC2=O)=O)C2=CC=CC=C2C=C3)C=CC1)C 5-[4-[(3-dimethylaminobenzoyl)amino]phenyl]-1H-naphtho[1,2-B][1,4]diazepine-2,4(3H,5h)-dione